4-[4-Cyano-3-hydroxy-6-(2-methyl-6-trifluoromethyl-benzyl)-pyridin-2-yl]-4-oxo-butyric acid ethyl ester C(C)OC(CCC(=O)C1=NC(=CC(=C1O)C#N)CC1=C(C=CC=C1C(F)(F)F)C)=O